FC=1C=CC2=C(NC(=NS2(=O)=O)NCC2=CC(=CC=C2)F)C1[C@H](C)C1=CC=2CCCCC2C=C1 (R)-6-fluoro-3-((3-fluorobenzyl)amino)-5-(1-(5,6,7,8-tetrahydronaphthalen-2-yl)ethyl)-4H-benzo[e][1,2,4]thiadiazine 1,1-dioxide